3-Difluoromethyl-2-methylphenylboronic acid pinacol ester FC(C=1C(=C(C=CC1)B1OC(C)(C)C(C)(C)O1)C)F